C(C1=CC=CC=C1)OC1=C(C(=CC(=C1)C(F)(F)F)C(F)F)B1OC(C(O1)(C)C)(C)C 2-(2-(benzyloxy)-6-(difluoromethyl)-4-(trifluoromethyl)phenyl)-4,4,5,5-tetramethyl-1,3,2-dioxaborolane